4-(((R)-3-(2-((4-(acetyl-D-alanyl)piperazin-1-yl)methyl)acrylamido)piperidin-1-yl)methyl)-N-(4-(4-morpholino-7H-pyrrolo[2,3-d]pyrimidin-6-yl)phenyl)picolinamide trifluoroacetate FC(C(=O)O)(F)F.C(C)(=O)N[C@H](C)C(=O)N1CCN(CC1)CC(C(=O)N[C@H]1CN(CCC1)CC1=CC(=NC=C1)C(=O)NC1=CC=C(C=C1)C1=CC2=C(N=CN=C2N2CCOCC2)N1)=C